2-(3,3-Difluoropyrrolidin-1-yl)-2-oxo-acetic acid FC1(CN(CC1)C(C(=O)O)=O)F